(R)-1-(6-chloroisochroman-1-yl)-N-methyl-methylamine ClC=1C=C2CCO[C@H](C2=CC1)CNC